tert-Butyl 6-(4-hydroxyphenyl)-3-methyl-3,4-dihydro-2H-pyridine-1-carboxylate OC1=CC=C(C=C1)C1=CCC(CN1C(=O)OC(C)(C)C)C